C(C1=CC=CC=C1)N1CCN(CCN(CC1)CC1=C(C(=CC(=C1)C)CN)O)CC1=C(C(=CC(=C1)C)CN)O 2,2'-[(7-benzyl-1,4,7-triazonane-1,4-diyl)bis(methylene)]bis[6-(aminomethyl)-4-methylphenol]